CC1=C(C(=CC(=C1)C)C)C1=CC=CC=N1 6-(2,4,6-trimethylphenyl)pyridine